CN1C[C@H](NS1(=O)=O)C(=O)OC Methyl (S)-5-methyl-1,1-dioxo-1,2,5-thiadiazolidine-3-carboxylate